OCC=1C(=NC=CC1C=1N=C(C(N(C1)C)=O)NC=1C=NC(=CC1)N1CCN(CC1)C1COC1)N1C(C=2N(C=3CCCCC3C2)CC1)=O 2-[3-(hydroxymethyl)-4-[4-methyl-6-[[6-[4-(oxetan-3-yl)piperazin-1-yl]-3-pyridyl]amino]-5-oxo-pyrazin-2-yl]-2-pyridyl]-3,4,6,7,8,9-hexahydropyrazino[1,2-a]indol-1-one